2-[(2R)-2-amino-3-fluoropropyl]-3,5-dichloro-N-[(1,3-thiazol-2-yl)methyl]thieno[3,2-b]pyridin-7-amine N[C@H](CC1=C(C2=NC(=CC(=C2S1)NCC=1SC=CN1)Cl)Cl)CF